COC1=C(C=C(C(=C1)SCCC)OC)CC(C)N 1-(2,5-dimethoxy-4-propylsulfanyl-phenyl)propan-2-amine